ethyl-(benzylthio)carbamic acid C(C)N(C(O)=O)SCC1=CC=CC=C1